terbium (III)-oxide [O-2].[Tb+3].[O-2].[O-2].[Tb+3]